tert-butyl ((1r,3r)-3-ethynylcyclobutyl)carbamate C(#C)C1CC(C1)NC(OC(C)(C)C)=O